[O-]S(=O)(=O)C(F)(F)F.C(C1=CC=CC=C1)[N+](C)(C)CC1=CC=CC=C1 N-benzyl-N,N-dimethylbenzyl-ammonium triflate